formamidic acid C(=O)N